C1=C(C(=CC(=C1F)F)F)[N+](=O)[O-] 2,4,5-trifluoro-nitrobenzene